FC1=CC=C(C=C1)C1CC(C(N1)=O)C(=O)OC methyl 5-(4-fluorophenyl)-2-oxopyrrolidine-3-carboxylate